C(CCC)C1=CC=C(C=C1)C#CC=1C=C(C(=C(C1)F)C#CCl)F 5-[2-(4-butylphenyl)ethynyl]-2-(2-chloroethynyl)-1,3-difluorobenzene